N1(CCNCCC1)C=1C2=C(N=CN1)NC=C2 4-(1,4-Diazepan-1-yl)-7H-pyrrolo[2,3-d]pyrimidine